N-(2-fluoro-4-methyl-5-(1,2,4-triazin-3-yl)phenyl)-3-methyl-1-(3-methyl-1,2,4-oxadiazol-5-yl)-6-azabicyclo[3.1.1]heptane-6-carboxamide FC1=C(C=C(C(=C1)C)C=1N=NC=CN1)NC(=O)N1C2CC(CC1(C2)C2=NC(=NO2)C)C